2-hydroxy-3,5-di-tert-octylphenyl-triazole OC1=C(C=C(C=C1C(C)(C)CC(C)(C)C)C(C)(C)CC(C)(C)C)C=1N=NNC1